N-[3-(1,4,5-trimethyl-6-oxopyridin-3-yl)phenyl]methanesulfonamide CN1C=C(C(=C(C1=O)C)C)C=1C=C(C=CC1)NS(=O)(=O)C